4-(bromomethyl)-2,2-difluoro-2,3-dihydro-1H-indene BrCC1=C2CC(CC2=CC=C1)(F)F